C1(CC1)NC(C(C(C[C@H]1C(NCC1)=O)NC([C@H](CC(C)(C)C)NC(C[C@H](CC)C1=C(C=CC=C1)OC(F)F)=O)=O)=O)=O (2S)-N-(4-(Cyclopropylamino)-3,4-dioxo-1-((S)-2-oxopyrrolidin-3-yl)butan-2-yl)-2-((S)-3-(2-(difluoromethoxy)phenyl)pentanamido)-4,4-dimethylpentanamid